C(#C)C1=C(C=C2C(=NC(=NC2=C1)C)N[C@H](C)C=1C(=C(C=CC1)C(C(C)(O)C)(F)F)F)OCCOC=1C=NC=CC1 (R)-1-(3-(1-((7-Ethynyl-2-methyl-6-(2-(pyridin-3-yloxy)ethoxy)quinazolin-4-yl)amino)ethyl)-2-fluorophenyl)-1,1-difluoro-2-methylpropan-2-ol